NC=1OC2=C(C=NC=C2N2C[C@@H](O[C@@H](C2)CO)C(=O)N2[C@H](C3=C(C=C(C=C3CC2)Cl)Cl)C)N1 ((2R,6S)-4-(2-aminooxazolo[4,5-c]pyridin-7-yl)-6-(hydroxymethyl)morpholin-2-yl)((S)-6,8-dichloro-1-methyl-3,4-dihydroisoquinolin-2(1H)-yl)methanone